CC(C(=O)OCCCN1C(C(NC2=CC=CC=C12)=O)=O)C 3-(2,3-dioxo-3,4-dihydroquinoxalin-1(2H)-yl)propyl 2-methylpropanoate